C1NC=CN2C1=CN1C(N=CC=C12)=O 1H-pyrazino[1',2':3,4]imidazo[1,2-c]pyrimidin-9(2H)-one